CC1([N+](=C(NC1(C)C)C1=CC=CC=C1)[O-])C 4,4,5,5-tetramethyl-2-phenylimidazoline-3-oxide